ethyl 2-cyanoacetate C(#N)CC(=O)OCC